C(CCC)(=O)OCCC1OCCC1 2-(tetrahydrofuran-2-yl)-ethyl butyrate